5-(2-chlorophenyl)-3-methyl-N-(3-cyanophenyl)-1H-pyrazole-4-carboxamide ClC1=C(C=CC=C1)C1=C(C(=NN1)C)C(=O)NC1=CC(=CC=C1)C#N